C(C=C)N1C(C2=NC(=CC=C2C1=O)NC1=NC=C(C(=C1)N[C@H](CO)C1=CC=CC=C1)C1=NC(=NO1)C=1C=NC=CC1)(C)C (S)-6-allyl-2-((4-((2-hydroxy-1-phenylethyl)amino)-5-(3-(pyridin-3-yl)-1,2,4-oxadiazol-5-yl)pyridin-2-yl)amino)-7,7-dimethyl-6,7-dihydro-5H-pyrrolo[3,4-b]pyridin-5-one